O1C(=C(C2=C1C=CC=C2)C(=O)O)C(=O)O 3-benzofurandicarboxylic acid